2-chloro-8-cyclopropyl-N-(6-(difluoromethyl)pyridazin-4-yl)-8-(trifluoromethyl)-7,8-dihydro-6H-pyrazolo[1,5-a]pyrrolo[2,3-e]pyrimidine-6-carboxamide ClC1=NN2C(N=CC3=C2C(CN3C(=O)NC3=CN=NC(=C3)C(F)F)(C(F)(F)F)C3CC3)=C1